CC1=NN(C(=C1)C)CCN(CC[C@@H](C(=O)O)NC1=NN(C2=CC=CC=C12)C)CCCCC1=NC=2NCCCC2C=C1 (S)-4-((2-(3,5-dimethyl-1H-pyrazol-1-yl)ethyl)(4-(5,6,7,8-tetrahydro-1,8-naphthyridin-2-yl)butyl)amino)-2-((1-methyl-1H-indazol-3-yl)amino)butanoic acid